2-(4-Chlorophenyl)-6-nitro-1H-1,3-benzodiazole ClC1=CC=C(C=C1)C1=NC2=C(N1)C=C(C=C2)[N+](=O)[O-]